NC1=CC=C(C=C1)C1=NNC(N1)=O 3-(4-aminophenyl)-4,5-dihydro-1H-1,2,4-triazol-5-one